OCCCC1C[C@@H]2CC(C[C@@H]2C1)=O (3aR,5s,6aS)-5-(3-hydroxypropyl)hexahydropentalen-2(1H)-one